ClC=1N=C(SC1Cl)C(C#N)(C)C=1C=NN(C1)C 2-(4,5-dichlorothiazol-2-yl)-2-(1-methylpyrazol-4-yl)propanenitrile